[2'-(propan-2-yl)-6-({(1R,3R)-3-[(1,4,4-trimethyl-L-prolyl)amino]cyclopentyl}oxy)[1,1'-biphenyl]-3-yl]acetic acid CC(C)C1=C(C=CC=C1)C1=CC(=CC=C1O[C@H]1C[C@@H](CC1)NC([C@H]1N(CC(C1)(C)C)C)=O)CC(=O)O